(((chlorofluoromethylene) amino) oxy) fluorophosphate P(=O)(OON=C(F)Cl)([O-])F